(3-methyl-5-nitro-indol-1-yl)-N-(4-morpholinylphenyl)pyrimidin-2-amine CC1=CN(C2=CC=C(C=C12)[N+](=O)[O-])C1=NC(=NC=C1)NC1=CC=C(C=C1)N1CCOCC1